4-n-octyloxy-3,5-dinitro-2-hydroxybenzophenone C(CCCCCCC)OC1=C(C(=C(C(=O)C2=CC=CC=C2)C=C1[N+](=O)[O-])O)[N+](=O)[O-]